(3-(pyridin-2-yl)isoxazol-5-yl)methyl methanesulfonate CS(=O)(=O)OCC1=CC(=NO1)C1=NC=CC=C1